ClC=1C=C2C(=NC(N3C2=C(C1C1=C(C=CC=C1O)F)OCC3)=O)N3CCNCC3 9-chloro-10-(2-fluoro-6-hydroxyphenyl)-7-(piperazin-1-yl)-2H-[1,4]oxazino[2,3,4-ij]quinazolin-5(3H)-one